1-methyl-9,10-bis[2-carboxy(4-cyclohexenyl)]carbonyloxyanthracene CC1=CC=CC2=C(C3=CC=CC=C3C(=C12)OC(=O)C1C(CC=CC1)C(=O)O)OC(=O)C1C(CC=CC1)C(=O)O